1-bromo-2,5-dinitrobenzene BrC1=C(C=CC(=C1)[N+](=O)[O-])[N+](=O)[O-]